benzyl (3R)-3-(1-hydroxyethyl)pyrrolidine-1-carboxylate OC(C)[C@H]1CN(CC1)C(=O)OCC1=CC=CC=C1